(2,5-dichloropyrimidin-4-yl)-1-(ethylsulfo)-1H-indole ClC1=NC=C(C(=N1)C=1N(C2=CC=CC=C2C1)S(=O)(=O)OCC)Cl